C(C)C=1C=C(C=CC1CO)C(C)=O (E)-1-(3-ethyl-4-(hydroxymethyl)phenyl)ethan-1-one